((5-(1-(2,6-dichlorophenyl)azetidin-3-yl)-4-methylpyridin-2-yl)methyl)-piperidine-4-carboxylic acid ClC1=C(C(=CC=C1)Cl)N1CC(C1)C=1C(=CC(=NC1)CN1CCC(CC1)C(=O)O)C